1-(2-(benzyloxy)ethyl)-2-(chloromethyl)-6-fluoro-3-iodoquinolin-4(1H)-one C(C1=CC=CC=C1)OCCN1C(=C(C(C2=CC(=CC=C12)F)=O)I)CCl